ClC1=NC=C(C(=N1)Cl)COC1CC(C1)(C(=O)OC)C Methyl (1s,3s)-3-[(2,4-dichloro-5-pyrimidinyl) methoxy]-1-methylcyclobutanecarboxylate